2-((3-(dimethylcarbamoyl)-5-(4-fluoro-5-(isothiazol-3-ylcarbamoyl)-2-methylphenyl)pyridin-2-yl)amino)-2-methylpropyl acetate C(C)(=O)OCC(C)(C)NC1=NC=C(C=C1C(N(C)C)=O)C1=C(C=C(C(=C1)C(NC1=NSC=C1)=O)F)C